N-(3-cyano-1H-indol-7-yl)-2-oxo-2,3-dihydrothiazole-5-sulfonamide C(#N)C1=CNC2=C(C=CC=C12)NS(=O)(=O)C1=CNC(S1)=O